FC1=C2C=C(NC2=CC(=C1)F)C(=O)NC1CC[Si]2(CC1)CCCCC2 4,6-difluoro-N-(6-silaspiro[5.5]undecan-3-yl)-1H-indole-2-carboxamide